(1,3,2-dithiarsolan-2-yl)-N-METHYLANILINE S1[As](SCC1)N(C1=CC=CC=C1)C